FC(C=1C=C(C=C(C1)S(F)(F)(F)(F)F)C1=NN(C=N1)\C=C/C(=O)NNC(C(C)(C)C)=O)F (Z)-3-(3-(3-(difluoromethyl)-5-(pentafluoro-sulfaneyl)phenyl)-1H-1,2,4-triazol-1-yl)-N'-pivaloyl-acrylohydrazide